1-(methyl-d3)-1H-indazol-7-amine C(N1N=CC2=CC=CC(=C12)N)([2H])([2H])[2H]